BrC1=CC=2N(C=3C=C(C4=C(C3C2C2=C1C=CC=C2)C=CC=C4)Br)CCCCCC 5,9-dibromo-7-hexyl-7H-dibenzo[c,g]carbazole